ClC1=C(C(=CC(=C1)C#N)Cl)NC=1N(C2=NC(=NC=C2N1)N[C@H]1C[C@@H](CC1)O)C1CCC(CC1)C(=O)N (1S,4s)-4-(8-(2,6-dichloro-4-cyanophenylamino)-2-((1R,3R)-3-hydroxycyclopentylamino)-9H-purin-9-yl)cyclohexanecarboxamide